N1=CN=CC2=NC(=CN=C12)N 6-pteridineamine